2-bromo-1-(3-fluorophenyl)ethan-1-one BrCC(=O)C1=CC(=CC=C1)F